3-(4-hydroxyphenyl)-1-(pyridin-2-yl)prop-2-en-1-one S-(1-Piperidylmethyl)thioacetate hydrochloride Cl.N1(CCCCC1)CS=C(C)O.OC1=CC=C(C=C1)C=CC(=O)C1=NC=CC=C1